(1-cyclobutyl-4-methoxy-1H-pyrazol-5-yl)-9H-pyrido[4',3':4,5]pyrrolo[2,3-d]pyrimidine C1(CCC1)N1N=CC(=C1C=1N=CC2=C(N1)NC1=C2C=CN=C1)OC